C[Si](C1=CC=CC=C1)(OC)C dimethyl-(methoxy)phenylsilane